(2S,6S)-N-[(1S)-1-cyano-2-[4-(3-methyl-2-oxo-2,3-dihydro-1,3-benzoxazol-5-yl)phenyl]ethyl]-6-ethenyl-6-hydroxy-1,4-oxazepane-2-carboxamide C(#N)[C@H](CC1=CC=C(C=C1)C=1C=CC2=C(N(C(O2)=O)C)C1)NC(=O)[C@H]1OC[C@](CNC1)(O)C=C